FC=1C(=C(C=CC1F)[C@H]1[C@@H](O[C@]([C@H]1C)(C(F)(F)F)C)C(=O)NC1=CN=NC(=C1)CO)OC (2r,3s,4s,5r)-3-(3,4-difluoro-2-methoxyphenyl)-N-(6-(hydroxymethyl)pyridazin-4-yl)-4,5-dimethyl-5-(trifluoromethyl)tetrahydrofuran-2-carboxamide